FC(C1=CC=C(C=C1)CCC=NO)(F)F N-[3-[4-(trifluoromethyl)phenyl]propylidene]hydroxylamine